1-(2-(benzyloxy)-3,5-bis(trifluoromethyl)phenyl)-3-(oxiran-2-ylmethyl)imidazolidine-2-one C(C1=CC=CC=C1)OC1=C(C=C(C=C1C(F)(F)F)C(F)(F)F)N1C(N(CC1)CC1OC1)=O